C(C)C1(CN(C1)C)S(=O)(=O)C1=CC=C(C=C1)C1=C(C=C(C=C1)C1=NO[C@H](C1)CN1N=NC=C1)F 1-({(5R)-3-[4'-(3-Ethyl-1-methylazetidine-3-sulfonyl)-2-fluoro[1,1'-biphenyl]-4-yl]-4,5-dihydro-1,2-oxazol-5-yl}methyl)-1H-1,2,3-triazole